2-((((S)-(((S)-1-(2-ethyl butoxy)-1-oxopropan-2-yl)amino)(phenoxy)phosphoryl)oxy)methyl)-2-ethynyltetrahydrofuran-3-yl decanoate C(CCCCCCCCC)(=O)OC1C(OCC1)(C#C)CO[P@](=O)(OC1=CC=CC=C1)N[C@H](C(=O)OCC(CC)CC)C